CC1(CC1)C=1N=CC=2N(C1)C(=CN2)C2=CC=CC(=N2)NC2CCN(C2)C(=O)[O-] 4-[[6-[6-(1-methylcyclopropyl)imidazo[1,2-a]pyrazin-3-yl]-2-pyridyl]amino]pyrrolidine-1-carboxylate